18-tetracosadienoic acid CCCCC/C=C/CCCCCCCCCCCC/C=C/CCC(=O)O